6-azaspiro[2.5]octane-1-ylmethylamine trifluoroacetate FC(C(=O)O)(F)F.C1(CC12CCNCC2)CN